1-[6-(5-Methyl-4-propyl-1H-imidazol-2-yl)pyridine-2-yl]-4-[1-(propan-2-yl)piperidin-4-yl]-1,4-diazepane CC1=C(N=C(N1)C1=CC=CC(=N1)N1CCN(CCC1)C1CCN(CC1)C(C)C)CCC